(R)-6-(3-(5-(3-Hydroxy-1-methyl-2-oxopyrrolidin-3-yl)isoxazol-3-yl)phenyl)-3-methoxypicolinamide O[C@@]1(C(N(CC1)C)=O)C1=CC(=NO1)C=1C=C(C=CC1)C1=CC=C(C(=N1)C(=O)N)OC